FC1(CN(CC1)C(=O)[C@@H]1CCCC=2N1C(N(N2)CC=2C=NC(=CC2)OC)=O)F (5S)-5-[(3,3-Difluoropyrrolidin-1-yl)carbonyl]-2-[(6-methoxypyridin-3-yl)methyl]-5,6,7,8-tetrahydro[1,2,4]triazolo[4,3-a]pyridin-3(2H)-one